bisglycidyl 2-ethyl-3-propyl-1,5-pentanedioate C(C)C(C(=O)OCC1CO1)C(CC(=O)OCC1CO1)CCC